2-(ethyl(propyl)amino)-1-(5-fluoro-1H-indol-3-yl)ethan-1-one C(C)N(CC(=O)C1=CNC2=CC=C(C=C12)F)CCC